vinyl-(β-methoxyethoxy)silane C(=C)[SiH2]OCCOC